(2R,3S,4R,5R)-5-(6-amino-2-chloro-9H-purin-9-yl)-2-(hydroxymethyl)-3-methyl-tetrahydrofuran-3,4-diol NC1=C2N=CN(C2=NC(=N1)Cl)[C@H]1[C@@H]([C@@]([C@H](O1)CO)(O)C)O